Natrium 3-{2-chloro-6-methoxy-4-[(1E)-prop-1-en-1-yl]phenyl}-8-methyl-2-oxo-1-azaspiro[4.5]dec-3-en-4-olat ClC1=C(C(=CC(=C1)\C=C\C)OC)C=1C(NC2(C1[O-])CCC(CC2)C)=O.[Na+]